CC1C(=CC2=CC=CC=C12)[Hf]C=1C(C2=CC=CC=C2C1)C rac-bis(1-methylindenyl)hafnium